F[C@@H]1C[C@H](N(C1)C(CC1=NN(C=C1)C)=O)C(=O)N[C@H](C1=CC=C(C=C1)C(C)C)C1=CC=CC=C1 (2S,4R)-4-fluoro-1-[2-(1-methyl-1H-pyrazol-3-yl)acetyl]-N-[(S)-phenyl[4-(propan-2-yl)phenyl]methyl]pyrrolidine-2-carboxamide